N-(3-(6-amino-5-(benzyloxy)pyrimidin-4-yl)-5-fluoro-2-methylphenyl)-4-cyclopropyl-2-fluorobenzamide NC1=C(C(=NC=N1)C=1C(=C(C=C(C1)F)NC(C1=C(C=C(C=C1)C1CC1)F)=O)C)OCC1=CC=CC=C1